(1s,3s)-3-((3-aminopyrazin-2-yl)amino)cyclobutan-1-ol NC=1C(=NC=CN1)NC1CC(C1)O